ClC1=NC=C(C(=C1)F)C#CC=1C=NN(C1)CC(F)F 2-chloro-5-((1-(2,2-difluoroethyl)-1H-pyrazol-4-yl)ethynyl)-4-fluoropyridine